O1C2=C(N(CC1)C(=O)O)N=CC=C2.FC2=NC=CC(=C2)N2N=CC=C2 2-fluoro-4-(1H-pyrazol-1-yl)pyridine 2,3-dihydro-4H-pyridino[3,2-b][1,4]oxazin-4-formate